{[(1R,3S)-3-{4-amino-3-[5-cyclopropyl-4-(pyridin-2-yl)-1,2-oxazol-3-yl]-1H-pyrazolo[3,4-d]pyrimidin-1-yl}cyclopentyl]oxy}-N-ethylpropanamide NC1=C2C(=NC=N1)N(N=C2C2=NOC(=C2C2=NC=CC=C2)C2CC2)[C@@H]2C[C@@H](CC2)OC(C(=O)NCC)C